methylenebis(oxyethylenethio)diphenol C(OCCSC1=C(C=CC=C1)O)OCCSC1=C(C=CC=C1)O